tert-Butyl 4-(1H-pyrrolo[2,3-b]pyridin-2-yl)piperidine-1-carboxylate N1C(=CC=2C1=NC=CC2)C2CCN(CC2)C(=O)OC(C)(C)C